FC1(CC2CC[C@H]3[C@@H]4CC[C@H]([C@@H](CCC(=O)O)C)[C@]4(CC[C@@H]3[C@]2(CC1)C)C)F 3,3-difluorocholan-24-oic acid